CC=1C=C(N=NC1N1CC=2C=C(C=NC2CC1)C(F)(F)F)C#N 5-methyl-6-(3-(trifluoromethyl)-7,8-dihydro-1,6-naphthyridin-6(5H)-yl)pyridazine-3-carbonitrile